potassium nitrate, magnesium salt [Mg+2].[N+](=O)([O-])[O-].[K+].[N+](=O)([O-])[O-].[N+](=O)([O-])[O-]